N-[2-fluoro-4-methyl-5-(4,4,5,5-tetramethyl-1,3,2-dioxaborolan-2-yl)phenyl]-3-(trifluoromethyl)-2,5-dihydropyrrole-1-carboxamide FC1=C(C=C(C(=C1)C)B1OC(C(O1)(C)C)(C)C)NC(=O)N1CC(=CC1)C(F)(F)F